3-(benzo[d]thiazol-4-yl)cyclobutyl ((2-(2,6-dioxopiperidin-3-yl)-4-fluoro-3-oxoisoindolin-5-yl)methyl)carbamate O=C1NC(CCC1N1CC2=CC=C(C(=C2C1=O)F)CNC(OC1CC(C1)C1=CC=CC2=C1N=CS2)=O)=O